(3S,4r,5R)-1-(spiro[3.5]non-7-ylmethyl)piperidine-3,4,5-triol C1CCC12CCC(CC2)CN2C[C@@H](C([C@@H](C2)O)O)O